5-(4-bromo-2,6-dichlorophenoxy)-2-methoxy-N-(tetrahydrofuran-3-yl)benzamide BrC1=CC(=C(OC=2C=CC(=C(C(=O)NC3COCC3)C2)OC)C(=C1)Cl)Cl